tert-Butyl N-[2-(6,7-dichloro-1H-indol-2-yl)ethyl]carbamate ClC1=CC=C2C=C(NC2=C1Cl)CCNC(OC(C)(C)C)=O